2-(2-(2-(2,6-Dimethylpyridin-4-yl)-3-isopropyl-1H-indol-5-yl)morpholino)acetamid CC1=NC(=CC(=C1)C=1NC2=CC=C(C=C2C1C(C)C)C1OCCN(C1)CC(=O)N)C